Salicylate (Hexenyl Salicylate) C(=CCCCC)OC=1C(C(=O)O)=CC=CC1.C(C=1C(O)=CC=CC1)(=O)O